N1(C=CC=C1)C(CCCCCCCCCC)S 1-(1H-pyrrol-1-yl)undecane-1-thiol